N-methyl-barbituric acid CN1C(=O)NC(=O)CC1=O